(±)-N-(3,4-dichlorophenyl)-3-oxo-3,5,6,7,8,9-hexahydro-2H-6,9-methano-cyclohepta[c]-pyridine-10-carboxamide ClC=1C=C(C=CC1Cl)NC(=O)C1C2CC=3C(=CNC(C3)=O)C1CC2